1,1-bis(acetyloxy)-3-oxo-3H-1λ5,2-benziodaoxol-1-yl acetate C(C)(=O)OI1(OC(C2=C1C=CC=C2)=O)(OC(C)=O)OC(C)=O